tert-butyl-4-(4-(3-(1-benzylpiperidin-4-yl) propionyl) phenyl)-3,6-dihydropyridin-1(2H)-carboxylate C(C)(C)(C)OC(=O)N1CCC(=CC1)C1=CC=C(C=C1)C(CCC1CCN(CC1)CC1=CC=CC=C1)=O